4-methyl-3-nitrobenzonitrile CC1=C(C=C(C#N)C=C1)[N+](=O)[O-]